ClC=1C(=C(C=CC1)C1=CC(=CC(=C1)O)C(=O)O)C=1C=CC2=C(CCO2)C1 3'-chloro-2'-(2,3-dihydrobenzofuran-5-yl)-5-hydroxy-[1,1'-biphenyl]-3-carboxylic acid